4-[4-(4-chlorophenyl)-1-[2-oxo-2-(piperazin-1-yl)ethyl]-1H-imidazol-5-yl]pyridin ClC1=CC=C(C=C1)C=1N=CN(C1C1=CC=NC=C1)CC(N1CCNCC1)=O